FC1=CC(=C(C=C1)C1=CC(=CC=C1)C=1OC2=C(N1)C=C(C=C2C(F)(F)F)CN[C@H]2[C@@](CCC2)(O)C)C2=NN=CN2C (1R,2R)-2-(((2-(4'-fluoro-2'-(4-methyl-4H-1,2,4-triazol-3-yl)-[1,1'-biphenyl]-3-yl)-7-(trifluoromethyl)benzo[d]oxazol-5-yl)methyl)amino)-1-methylcyclopentan-1-ol